ClC1=NC=CC(=N1)C1=CC=C(C(=O)O)C=C1 4-(2-Chloropyrimidin-4-yl)benzoic acid